5-((trans-3,4-dihydroxypiperidin-1-yl)methyl)-N-(5-(methylthio)-1,3,4-thiadiazol-2-yl)benzo[c]isoxazole-3-carboxamide O[C@@H]1CN(CC[C@H]1O)CC1=CC=2C(=NOC2C(=O)NC=2SC(=NN2)SC)C=C1